CC(C(C=O)=C)CCC=C(C)C 3,7-dimethyl-2-methylene-6-octenealdehyde